FC=1C=C2C(=CNC2=CC1)C1N(CCC2=CC(=CC=C12)C1=CC=CC=C1)C(=O)N (5-fluoro-1H-indol-3-yl)-6-phenyl-3,4-dihydroisoquinoline-2(1H)-carboxamide